N-(4-{[(2-aminophenyl)thiocarbamoyl]amino}-4-[3-(trifluoromethyl)phenyl]butan-2-yl)acetamide NC1=C(C=CC=C1)NC(=S)NC(CC(C)NC(C)=O)C1=CC(=CC=C1)C(F)(F)F